tert-butyl 6-(7-bromo-3-cyano-4-iodoquinolin-2-yl)-2,6-diazaspiro[3.4]octane-2-carboxylate BrC1=CC=C2C(=C(C(=NC2=C1)N1CC2(CN(C2)C(=O)OC(C)(C)C)CC1)C#N)I